methyl 3,4,5-trimethoxycinnamate COC=1C=C(C=CC(=O)OC)C=C(C1OC)OC